2-(1-(tert-Butoxycarbonyl)-6-(2,4-dioxotetrahydropyrimidin-1(2H)-yl)-1H-indol-3-yl)-acetic acid C(C)(C)(C)OC(=O)N1C=C(C2=CC=C(C=C12)N1C(NC(CC1)=O)=O)CC(=O)O